C1(CC1)C1=C(C(=NO1)C1=C(C=CC=C1Cl)Cl)COC1CCN(CC1)C1=NN(C(=C1)C1=NOC(N1)=O)C 3-(3-(4-((5-cyclopropyl-3-(2,6-dichlorophenyl)isoxazol-4-yl)methoxy)piperidin-1-yl)-1-methyl-1H-pyrazol-5-yl)-1,2,4-oxadiazol-5(4H)-one